rel-N-[(1R)-1-(5-cyanopyrazin-2-yl)ethyl]-2-(5,6-difluoro-2-oxo-1H-quinolin-3-yl)acetamide C(#N)C=1N=CC(=NC1)[C@@H](C)NC(CC=1C(NC2=CC=C(C(=C2C1)F)F)=O)=O |o1:8|